C1NC=C(C(=O)N1)F deoxy-5-Fluorouracil